bis[4-isopropylphenyl]iodonium tetrakis(pentafluorophenyl)gallate FC1=C(C(=C(C(=C1OC=1C(=C(C(=C(C(=O)[O-])C1)C1=C(C(=C(C(=C1F)F)F)F)F)OC1=C(C(=C(C(=C1F)F)F)F)F)OC1=C(C(=C(C(=C1F)F)F)F)F)F)F)F)F.C(C)(C)C1=CC=C(C=C1)[I+]C1=CC=C(C=C1)C(C)C